C(C1=CC=CC=C1)N1CCC(CC1)=O 1-benzyl-piperidin-4-one